3-[5-(1-benzofuran-3-ylmethyl)-2-fluoro-4-methoxyphenyl]-2,4-dioxo-1H-thieno[3,4-d]pyrimidine-5-carboxylic acid O1C=C(C2=C1C=CC=C2)CC=2C(=CC(=C(C2)N2C(NC=1C(C2=O)=C(SC1)C(=O)O)=O)F)OC